CCCCC/C=C\C/C=C\CCCCCCCC(=O)OC[C@H](COP(=O)(O)OC[C@H](CO)O)OC(=O)CCCCCCC/C=C\C/C=C\C/C=C\CC 1-(9Z,12Z-octadecadienoyl)-2-(9Z,12Z,15Z-octadecatrienoyl)-glycero-3-phospho-(1'-sn-glycerol)